N-(5-amino-2,4-difluoro-3-methyl-phenyl)-N-tert-butoxycarbonyl-carbamic acid tert-butyl ester C(C)(C)(C)OC(N(C(=O)OC(C)(C)C)C1=C(C(=C(C(=C1)N)F)C)F)=O